4-Hydroxytetrahydropyran OC1CCOCC1